tert-butyl (3R)-3-[6-(2-cyano-3,6-difluoro-phenoxy)-5-nitro-4-oxo-quinazolin-3-yl]-1-oxa-8-azaspiro[4.5]decane-8-carboxylate C(#N)C1=C(OC=2C(=C3C(N(C=NC3=CC2)[C@H]2COC3(C2)CCN(CC3)C(=O)OC(C)(C)C)=O)[N+](=O)[O-])C(=CC=C1F)F